10-(4-methylbenzoyl)-6,8,9-trifluoro-1,2,3,4-tetrahydropyrido[4',3':4,5]pyrrolo[1,2-a]pyrimidine CC1=CC=C(C(=O)C=2C3=C(N4C2NCCC4)C(=NC(=C3F)F)F)C=C1